C(CCC)[P+](CCCC)(CCCC)CCCC.C(CCCCCCCCCCCCCCC)S(=O)(=O)[O-] hexadecylsulfonate, tetrabutyl-phosphonium salt